C(N)(=O)C=1C(=C(C2=CC=CC=C2C1)Cl)NC(=O)C=1N(N=C(C1)OC)C1=NC=CC=C1Cl N-(3-carbamoyl-1-chloro-2-naphthyl)-2-(3-chloro-2-pyridyl)-5-methoxy-pyrazole-3-carboxamide